chromium-nickel-tin [Sn].[Ni].[Cr]